FC=1C=C(CC=2C=CC(=NC2)C(=O)NC2=NN(C(CC2)=O)C)C=CC1F 5-(3,4-difluorobenzyl)-N-(1-methyl-6-oxo-1,4,5,6-tetrahydropyridazin-3-yl)pyridineamide